C(C1=CC=CC=C1)C1=NN=C(O1)C(=O)N[C@@H]1C(N(C2=C(OC1)C=CC(=C2)N2CC1(C2)CCOCC1)C)=O (S)-5-benzyl-N-(5-methyl-4-oxo-7-(7-oxa-2-azaspiro[3.5]non-2-yl)-2,3,4,5-tetrahydrobenzo[b][1,4]oxaazepin-3-yl)-1,3,4-oxadiazole-2-carboxamide